CC1(C(NC2=C(O1)C=CC(=N2)NC2=NC=NC(=N2)NC2=CC(=C(C(=C2)OC)OC)OC)=O)C 2,2-dimethyl-6-((4-((3,4,5-trimethoxyphenyl)amino)-1,3,5-triazin-2-yl)amino)-2H-pyrido[3,2-b][1,4]oxazin-3(4H)-one